benzopyrrolone carbonate C(O)(O)=O.N=1C(C=C2C1C=CC=C2)=O